METHYL-FLUORo-HYDROXYBENZOATE CC1=C(C(=C(C(=O)[O-])C=C1)O)F